1-tert-butyl-3-fluoro-piperidin-4-one C(C)(C)(C)N1CC(C(CC1)=O)F